tert-butyl 2-(isopropylcarbamoyl)thiomorpholine-4-carboxylate 1,1-dioxide C(C)(C)NC(=O)C1CN(CCS1(=O)=O)C(=O)OC(C)(C)C